BrC=1C=CC=C2C(NC(=NC12)C)=O 8-Bromo-2-methylquinazolin-4(3H)one